C[SiH](C1=CC=CC2=CC=C(C=C12)[SiH](C)C)C 1,7-bis(dimethylsilyl)naphthalene